2-(3-chlorobenzyl)-3-(2-fluorophenyl)-4,6-dihydropyrrolo[3,4-c]pyrazole-5(2H)-carboxylic acid tert-butyl ester C(C)(C)(C)OC(=O)N1CC2=NN(C(=C2C1)C1=C(C=CC=C1)F)CC1=CC(=CC=C1)Cl